ClC=1C(=C(C=CC1)\N=C(\C(F)(F)F)/C1=CC=C(C=C1)S(=O)(=O)N(C)C)N1CCOCC1 (E)-4-(1-((3-chloro-2-morpholinylphenyl)imino)-2,2,2-trifluoroethyl)-N,N-dimethylbenzenesulfonamide